5-Cyclopropyl-6-(1-methylbenzimidazol-4-yl)-3-(4-morpholinoanilino)pyrazin-2-carboxamid C1(CC1)C=1N=C(C(=NC1C1=CC=CC=2N(C=NC21)C)C(=O)N)NC2=CC=C(C=C2)N2CCOCC2